CN(C)CC1=CN(C2=CC(=CC=C12)F)C1=NC(=NC=C1)C1(CC(=C(C=C1OC)N1CCOCC1)N)N 1-(4-(3-((dimethylamino)methyl)-6-fluoro-1H-indol-1-yl)pyrimidin-2-yl)-6-methoxy-4-morpholinobenzene-1,3-diamine